5-amino-1H-1,2,3,4-tetrazole NC1=NN=NN1